C1(CC1)CNC1=C2C=C(N=CC2=CC(=N1)C1=C(C(=CC(=C1Cl)OC)OC)Cl)NC1=C(C=CC=C1C)NC(C=C)=O N-(2-((5-((cyclopropylmeth-yl)amino)-7-(2,6-dichloro-3,5-dimethoxyphenyl)-2,6-naphthyridin-3-yl)amino)-3-methylphenyl)acrylamide